O=C1NC2(C(N1)=O)C(CCC2)CC2N(CCCC2)S(=O)(=O)N ((2,4-dioxo-1,3-diazaspiro[4.4]nonane-6-yl)methyl)piperidine-1-sulfonamide